C\C(=C/C(=O)O)\CCC (2E)-3-methylhex-2-enoic acid